FC1=C2C(C=C(NC2=CC(=C1C#CC1=NC=CN=C1OC)F)C=1C=C(C#N)C=CC1S(=O)(=O)C)=O 3-(5,7-Difluoro-6-((3-methoxypyrazin-2-yl)ethynyl)-4-oxo-1,4-dihydroquinolin-2-yl)-4-(methylsulfonyl)benzonitrile